NC1=C(C(=O)O)C=CC(=C1F)C1=CC=C(C=2SC(=C(C21)C#N)NC(=O)OC(C)(C)C)F 2-amino-4-(2-((tert-butoxycarbonyl)amino)-3-cyano-7-fluorobenzo[b]thiophen-4-yl)-3-fluorobenzoic acid